C(C)(C)(C)OC(CC1=C(C(=C(C=C1C1=CC(=NC=C1)F)C#N)F)C(C)C)=O 2-(4-cyano-3-fluoro-6-(2-fluoropyridin-4-yl)-2-isopropylphenyl)-acetic acid tert-butyl ester